CN1CCC(CC1)N1CCN(CC1)C(C)=O 1-(1-methylpiperidin-4-yl)-4-acetylpiperazine